(3S,4S)-8-(5-iodopyrimidin-2-yl)-3-methyl-2-oxa-8-azaspiro[4.5]Decane-4-amine IC=1C=NC(=NC1)N1CCC2([C@@H]([C@@H](OC2)C)N)CC1